FC=1C(=CC(=C(C(=O)NC2=C(C=C(C=C2C)F)C)C1)O[C@H](C(F)(F)F)C)N1N=C2N(CCCC2)C1=O 5-fluoro-N-(4-fluoro-2,6-dimethylphenyl)-4-(3-oxo-5,6,7,8-tetrahydro[1,2,4]triazolo[4,3-a]pyridin-2(3H)-yl)-2-{[(2S)-1,1,1-trifluoropropan-2-yl]oxy}benzamide